(4-(isopropylsulfonyl)morpholin-2-yl)methanol C(C)(C)S(=O)(=O)N1CC(OCC1)CO